FC1=C(C(=C(C2=C1OCC(N2CC#C)=O)F)C2=C(C(=C(C(=C2F)F)OC)F)F)F trifluoro-4-(prop-2-yn-1-yl)-6-(2,3,5,6-tetrafluoro-4-methoxyphenyl)-2H-benzo[b][1,4]oxazin-3(4H)-one